stearoyl-thiosemicarbazide C(CCCCCCCCCCCCCCCCC)(=O)NNC(=S)N